6-chloro-3,4-dihydro-3-isobutyl-1,2,4-benzothiadiazine-7-sulphonamide-1,1-dioxide ClC=1C(=CC2=C(NC(NS2(=O)=O)CC(C)C)C1)S(=O)(=O)N